NC1=NC=NN2C1=C(N=C2[C@@H](C(F)(F)F)C)C2=C(C=C(CNC(C1=C(C=CC(=C1)F)OC)=O)C=C2)OC2CC2 (S)-N-(4-(4-amino-7-(1,1,1-trifluoropropan-2-yl)imidazo[5,1-f][1,2,4]triazin-5-yl)-3-cyclopropaneoxybenzyl)-5-fluoro-2-methoxybenzamide